COC(C1=C(C=CC(=C1)NC(C1=C(C(=CC(=C1)OCC1=CC=CC=C1)C(=O)NC1=CC(=C(C=C1)O)C(=O)OC)OCC1=CC=CC=C1)=O)O)=O 5-(3-(3-Methoxycarbonyl-4-hydroxyphenylaminocarbonyl)-2,5-dibenzyloxybenzamido)-2-hydroxybenzoic acid methyl ester